CC=1C=C(C=CC1OC1=CC2=C(N(C=N2)C)C=C1)NC=1C2=C(N=CN1)C=CC(=N2)NC(C#CC)=O N-(4-((3-methyl-4-((1-methyl-1H-benzo[d]imidazol-5-yl)oxy)phenyl)amino)pyrido[3,2-d]pyrimidin-6-yl)but-2-ynamide